NNCCCCC amino(pentylamine)